C(C1=CC=CC=C1)N1C(N(C2(C1)CCC(CC2)(C2=CC=CC=C2)N(C)CC)CC2CCC2)=O cis-3-benzyl-1-(cyclobutylmethyl)-8-(ethyl-(methyl)amino)-8-phenyl-1,3-diazaspiro[4.5]decan-2-one